3-(2-isopropylphenyl)-1-((tetrahydro-2H-pyran-4-yl)methyl)-1H-pyrrole-2,5-dione C(C)(C)C1=C(C=CC=C1)C=1C(N(C(C1)=O)CC1CCOCC1)=O